3,3-difluorocyclobutyl (4-cyclopropyl-3-(3,3-difluorocyclobut-yl)-1-methyl-1H-pyrazol-5-yl)-carbamate C1(CC1)C=1C(=NN(C1NC(OC1CC(C1)(F)F)=O)C)C1CC(C1)(F)F